C/C/1=C\\CC/C(=C/CC([C@H](CC/C(=C/CC1)/C)O)(C)C)/C The molecule is a fifteen-membered macrocyclic diterpenoid consisting of (1S,4E,8E,12E)-cyclopentadeca-4,8,12-trien-1-ol carrying five additional methyl substituents at positions 2, 2, 5, 9 and 13. It is a cycloalkatriene, a macrocycle, a diterpenoid, an olefinic compound and a secondary alcohol.